O[C@H](C(=O)N1C[C@@H]2[C@H](C1)CC(C2)NC2=C1C(=NC=C2C=2SC(=C(N2)C)C2(CCOCC2)O)NC=C1)C (S)-2-hydroxy-1-((3aR,5R,6aS)-5-((5-(5-(4-hydroxytetrahydro-2H-pyran-4-yl)-4-methylthiazol-2-yl)-1H-pyrrolo[2,3-b]pyridin-4-yl)amino)hexahydrocyclopenta[c]pyrrol-2(1H)-yl)propan-1-one